[6-(5-Cyclopropyl-4H-1,2,4-triazol-3-yl)-2-azaspiro[3.3]heptan-2-yl]-[3-[6-(2,2-dimethylpropyl)-3-pyridyl]azetidin-1-yl]methanone C1(CC1)C=1NC(=NN1)C1CC2(CN(C2)C(=O)N2CC(C2)C=2C=NC(=CC2)CC(C)(C)C)C1